BrC=1C(=C2C(=NC1)N=C(N2)C2=C(N(C(=C2)C)C=2C=C(C(=O)NCCN(C)C)C=CC2C)C)N[C@@H]2CN(CC2)S(=O)(=O)CC 3-(3-(6-bromo-7-(((S)-1-(ethylsulfonyl)pyrrolidin-3-yl)amino)-1H-imidazo[4,5-b]pyridin-2-yl)-2,5-dimethyl-1H-pyrrol-1-yl)-N-(2-(dimethylamino)ethyl)-4-methylbenzamide